dithieno[2,3-b:3',2'-d]thiophene S1C=CC2=C1SC1=C2C=CS1